FC=1C(=C(C(=CC1)C(C)C)CC(=O)O)C(C)C 2-(3-fluoro-2,6-diisopropylphenyl)acetic acid